C1=C(C=C2C=CC3=CC=CC4=CC=C1C2=C34)OCCO 2-(pyren-2-yloxy)ethan-1-ol